4,6-dimethoxy-1H-indole-2-carboxamide COC1=C2C=C(NC2=CC(=C1)OC)C(=O)N